C(C)N(CCCCCOCC(=O)O)CCOC1=CC=C(C=C1)OC1=C(C=CC2=CC(=CC=C12)O)C1=CC=C(C=C1)S(=O)(=O)C 2-((5-(ethyl(2-(4-((6-hydroxy-2-(4-(methylsulfonyl)phenyl)naphthalen-1-yl)oxy)phenoxy)ethyl)Amino)n-pentyl)oxy)acetic acid